C1(CC1)C=1C=C(C(=NC1)N1CCC(CC1)(C)O)NC(=O)C=1OC(=CC1)C=1C=NNC1 N-[5-cyclopropyl-2-(4-hydroxy-4-methyl-1-piperidyl)-3-pyridyl]-5-(1H-pyrazol-4-yl)furan-2-carboxamide